Pyrazinoic acid pivaloyloxymethyl ester C(C(C)(C)C)(=O)OCOC(=O)C1=NC=CN=C1